(R)-N-(2-chloro-6-methyl-4-(N-(1-(piperidin-4-yl)ethyl)sulfamoyl)phenyl)-2-methylbenzamide hydrochloride Cl.ClC1=C(C(=CC(=C1)S(N[C@H](C)C1CCNCC1)(=O)=O)C)NC(C1=C(C=CC=C1)C)=O